FC(C=1C=NC(=NC1)N[C@H]1CN(CCC1)C1=NC=C2N1C=CN=C2C2N(CCCC2)C(C=C)=O)(F)F 1-(2-(3-((R)-3-((5-(Trifluoromethyl)pyrimidin-2-yl)amino)piperidin-1-yl)imidazo[1,5-a]pyrazin-8-yl)piperidin-1-yl)prop-2-en-1-one